C(C)(=O)N1CCC(CC1)C(=O)N(C1=CC(=CC=C1)F)CC=1N=C2N(C=CC(=C2)C=2OC(=NN2)C(F)F)C1 1-acetyl-N-((7-(5-(difluoromethyl)-1,3,4-oxadiazol-2-yl)imidazo[1,2-a]pyridin-2-yl)methyl)-N-(3-fluorophenyl)piperidine-4-carboxamide